FC[C@H](C)OC=1C(=C(OC[C@@H]2N(C[C@H](C2)OC2=CC=C3CCC(NC3=C2)=O)C(=O)OC(C)(C)C)C=C(C1)C)C(=O)OC tert-Butyl (2R,4S)-2-((3-(((S)-1-fluoropropan-2-yl)oxy)-2-(methoxycarbonyl)-5-methylphenoxy)methyl)-4-((2-oxo-1,2,3,4-tetrahydroquinolin-7-yl)oxy)pyrrolidin-1-carboxylate